cis-N-(4-chloro-3-(cis-3-fluorocyclobutyl)phenyl)-3-methyl-6-azabicyclo[3.1.1]heptane-6-carboxamide ClC1=C(C=C(C=C1)NC(=O)N1C2CC(CC1C2)C)[C@@H]2C[C@@H](C2)F